N-(2-(4-ethylpiperazin-1-yl)-3-methyl-5-(4-(4-((6-(trifluoromethyl)pyridazin-3-yl)oxy)phenyl)-piperidine-1-carbonyl)phenyl)-1-phenylmethanesulfonamide C(C)N1CCN(CC1)C1=C(C=C(C=C1C)C(=O)N1CCC(CC1)C1=CC=C(C=C1)OC=1N=NC(=CC1)C(F)(F)F)NS(=O)(=O)CC1=CC=CC=C1